[B-](C1=CC=C(C=C1)C)(C2=CC=C(C=C2)C)(C3=CC=C(C=C3)C)C4=CC=C(C=C4)C.CC1=CC=C(C=C1)[P+](C2=CC=CC=C2)(C3=CC=CC=C3)C4=CC=CC=C4 p-tolyltriphenylphosphonium tetra-p-tolylborate